N1(CCNCC1)C=1N=CC=C2C1NC=C2 7-(piperazin-1-yl)-1H-pyrrolo[2,3-c]pyridine